[Na+].ClC1=C(NC2=C(C=CC=C2)CC(=O)OCC(=O)[O-])C(=CC=C1)Cl 2-[2-[2-(2,6-dichloroanilino)phenyl]acetyl]oxyacetic acid, sodium salt